CON=C(C(=O)O)C=1OC=CC1 Methoxyiminofuranacetic acid